S-(2-formyl-6-methylphenyl) ethanethioate C(C)(SC1=C(C=CC=C1C)C=O)=O